6-(phenanthrene-9-yl)-4-(4-pyridine-3-yl-phenyl)-2-([1,1':4',1'']terphenyl-4-yl)-benzoxazole C1=CC=CC=2C3=CC=CC=C3C(=CC12)C1=CC2=C(N=C(O2)C2=CC=C(C=C2)C2=CC=C(C=C2)C2=CC=CC=C2)C(=C1)C1=CC=C(C=C1)C=1C=NC=CC1